1-cyano-azetidine C(#N)N1CCC1